2-[1-[6-Methyl-2-(1-methylindazol-5-yl)-4-oxo-chromen-8-yl]ethylamino]benzoic acid CC=1C=C2C(C=C(OC2=C(C1)C(C)NC1=C(C(=O)O)C=CC=C1)C=1C=C2C=NN(C2=CC1)C)=O